5-(2-aminopyridin-4-yl)-N-((2-(piperazin-1-yl)pyrimidin-4-yl)methyl)-7H-pyrrolo[2,3-d]pyrimidin-4-amine NC1=NC=CC(=C1)C1=CNC=2N=CN=C(C21)NCC2=NC(=NC=C2)N2CCNCC2